Cl.C[C@]12CC(C[C@](CC1)(N2)C)N(C=2SC1=C(N2)SC(=N1)N1C(C=C(C=C1)C=1C=NNC1)=O)C 1-(5-{[(1R,3s,5S)-1,5-Dimethyl-8-azabicyclo[3.2.1]octan-3-yl](methyl)amino}[1,3]thiazolo[5,4-d][1,3]thiazol-2-yl)-4-(1H-pyrazol-4-yl)pyridin-2(1H)-on Hydrochlorid